C(C)(C)(C)OC(=O)NC1=CC=C(C=C1)C=1SC=C(N1)C(=O)N[C@@H]([C@@H](O)C)C(=O)N[C@@H](CO[Si](C1=CC=CC=C1)(C1=CC=CC=C1)C(C)(C)C)C(=O)OC Methyl N-((2-(4-((tert-butoxycarbonyl)amino)phenyl) thiazole-4-carbonyl)-L-allothreonyl)-O-(tert-butyldiphenylsilyl)-L-serinate